[Si](C)(C)(C(C)(C)C)OC(C(=O)NC1=CC=CC=C1)C(CC)C (tert-Butyldimethylsilanyloxy)-3-methyl-N-phenylpentanamide